(R)-6-Chloro-2-(8-methyl-5,6,7,8-tetrahydro-[1,2,4]triazolo[4,3-a]pyrazine-3-yl)benzo[d]thiazole ClC1=CC2=C(N=C(S2)C2=NN=C3N2CCN[C@@H]3C)C=C1